BrC1=CC=C2NC=3C=C(C=C(C3C(C2=C1)(C)C)Cl)C 7-Bromo-1-chloro-3,9,9-trimethyl-9,10-dihydroacridine